C(#N)C=1C=C(C=CC1S(=O)(=O)C)CC(=O)NC1=C(C=2CN(CCC2S1)CC1=CC(=CC=C1)F)C#N 2-(3-Cyano-4-(methylsulfonyl)phenyl)-N-(3-cyano-5-(3-fluorobenzyl)-4,5,6,7-tetrahydrothieno[3,2-c]pyridin-2-yl)acetamid